(2R,3R,4R,5S)-1-{2-[4-(2-{[3-chloro-5-(3,6-dihydro-2H-pyran-4-yl)phenyl]amino}ethyl)phenyl]ethyl}-2-(hydroxymethyl)piperidine-3,4,5-triol ClC=1C=C(C=C(C1)C=1CCOCC1)NCCC1=CC=C(C=C1)CCN1[C@@H]([C@H]([C@@H]([C@H](C1)O)O)O)CO